3-amino-N-((4-(dimethylamino)pyrimidin-2-yl)methyl)-6-(1-methyl-6-oxo-1,6-dihydropyridin-3-yl)-5-(oxazol-2-yl)pyrazine-2-carboxamide NC=1C(=NC(=C(N1)C=1OC=CN1)C1=CN(C(C=C1)=O)C)C(=O)NCC1=NC=CC(=N1)N(C)C